C(OC1=CC=CC=C1)([O-])=O.[N+3].C1(=CC=CC=C1)OC([O-])=O.C1(=CC=CC=C1)OC([O-])=O Nitrogen phenyl carbonate